C(C)(C)C1=CC(=NN1)C(=O)N1C[C@H]2C([C@H]2C1)C1=NOC(C1)C (5-isopropyl-1H-pyrazol-3-yl)[(1R,5S,6r)-6-(5-methyl-4,5-dihydro-1,2-oxazol-3-yl)-3-azabicyclo[3.1.0]hex-3-yl]methanone